N-[4-(2-{2-[3-(5-tert-Butyl-2-cyclopropylmethyl-2H-pyrazol-3-yl)-ureido]-thiazol-5-yl}-ethyl)-pyridin-2-yl]-2-hydroxy-acetamide C(C)(C)(C)C=1C=C(N(N1)CC1CC1)NC(NC=1SC(=CN1)CCC1=CC(=NC=C1)NC(CO)=O)=O